1,2-bis(bromophenyl)ethane tert-butyl-4-[2-(6-hydroxy-4-oxo-quinazolin-3-yl)ethyl]piperazine-1-carboxylate C(C)(C)(C)OC(=O)N1CCN(CC1)CCN1C=NC2=CC=C(C=C2C1=O)O.BrC1=C(C=CC=C1)CCC1=C(C=CC=C1)Br